1-((2R,5S)-5-(hydroxymethyl)-5-(methoxymethyl)-2,5-dihydrofuran-2-yl)-5-methylpyrimidine-2,4(1H,3H)-dione OC[C@@]1(C=C[C@@H](O1)N1C(NC(C(=C1)C)=O)=O)COC